4-Fluoro-N-(6-(4-fluorophenyl)imidazo[1,2-a]pyridin-2-yl)tetrahydro-2H-pyran-4-carboxamide FC1(CCOCC1)C(=O)NC=1N=C2N(C=C(C=C2)C2=CC=C(C=C2)F)C1